((1r,4R)-4-methoxy-4-(trifluoromethyl)cyclohexyl)-4-(5-(6-methylpyrimidin-4-yl)-1H-pyrazole-3-carbonyl)-4-azaspiro[2.5]octane COC1(CCC(CC1)C1CC12N(CCCC2)C(=O)C2=NNC(=C2)C2=NC=NC(=C2)C)C(F)(F)F